(2-(4-bromophenyl)-4-(4-fluorophenyl)oxazol-5-yl)-3-(4-nitrophenyl)oxazolidin-4-one BrC1=CC=C(C=C1)C=1OC(=C(N1)C1=CC=C(C=C1)F)C1OCC(N1C1=CC=C(C=C1)[N+](=O)[O-])=O